N[C@H](C(=O)NCCCC[C@@H](C(=O)OC(C)(C)C)NC(=O)N[C@@H](C(=O)OC(C)(C)C)CCC(=O)OC(C)(C)C)CC1=NC2=CC=CC=C2C=C1 di-tert-butyl (2R)-2-({[(2S)-6-{[(2S)-2-amino-3-(quinolin-2-yl)propanoyl]amino}-1-tert-butoxy-1-oxohexan-2-yl]carbamoyl}amino)pentanedioate